2-methyl-3-(methylsulfonimidoyl)-1H-pyridin-4-one CC=1NC=CC(C1S(=O)(=N)C)=O